tert-Butyl 3-(4-cyclohexylsulfonylphenyl)azetidine-1-carboxylate C1(CCCCC1)S(=O)(=O)C1=CC=C(C=C1)C1CN(C1)C(=O)OC(C)(C)C